4-(1-(4-((4-fluorophenyl)amino)-1-(4-(trifluoromethyl)benzyl)-1H-indol-7-amido)cyclopropyl)benzoic acid FC1=CC=C(C=C1)NC1=C2C=CN(C2=C(C=C1)C(=O)NC1(CC1)C1=CC=C(C(=O)O)C=C1)CC1=CC=C(C=C1)C(F)(F)F